6-(2,4-dimethoxypyrimidin-5-yl)-8-[(1S,2S)-1-[2-(2,2,2-trifluoroethyl)pyrrolo[3,2-c]pyridin-6-yl]cyclopropyl]imidazo[1,2-b]pyridazine COC1=NC=C(C(=N1)OC)C=1C=C(C=2N(N1)C=CN2)C2(CC2)C2=CC1=C(C=N2)C=C(N1)CC(F)(F)F